BrC1=C(N=C(C=2N1N=CC2)N2CCC1(CC2)[C@@H](C=2C(=NC=CC2)C1)N[S@](=O)C(C)(C)C)C (R)-N-[(5S)-1'-(7-bromo-6-methyl-pyrazolo[1,5-a]pyrazin-4-yl)spiro[5,7-dihydrocyclopenta[b]pyridin-6,4'-piperidin]-5-yl]-2-methyl-propane-2-sulfinamide